NCCC=1C=CC(=NC1)C1=C(C=C(C#N)C=C1)OC=1N(N=C(C1)C1=CC=C(C=C1)F)C 4-[5-(2-aminoethyl)pyridin-2-yl]-3-[5-(4-fluorophenyl)-2-methylpyrazol-3-yl]oxybenzonitrile